(S)-6-(5-(((2-((7-fluoro-4-methyl-3-oxo-3,4-dihydropyrido[2,3-b]pyrazin-6-yl)oxy)ethyl)amino)methyl)-2-oxooxazolidin-3-yl)-2H-pyrazino[2,3-b][1,4]oxazin-3(4H)-one FC1=CC2=C(N(C(C=N2)=O)C)N=C1OCCNC[C@H]1CN(C(O1)=O)C1=NC2=C(OCC(N2)=O)N=C1